8,8'-((4-(hydroxy-methyl)cyclohex-yl)azanediyl)bis-(N,N-didecyloctan-amide) OCC1CCC(CC1)N(CCCCCCCC(=O)N(CCCCCCCCCC)CCCCCCCCCC)CCCCCCCC(=O)N(CCCCCCCCCC)CCCCCCCCCC